NC=1C=CC(=C(C(=O)O)C1)O[C@@H]1OC[C@H]([C@@H]([C@H]1OC(CC(C([2H])([2H])[2H])([2H])[2H])=O)OC(CC(C([2H])([2H])[2H])([2H])[2H])=O)OC(CC(C([2H])([2H])[2H])([2H])[2H])=O 5-amino-2-{[(2S,3R,4S,5R)-3,4,5-tris[(3,3,4,4,4-2H5)butanoyloxy]oxan-2-yl]oxy}benzoic acid